2,2,2-trifluoro-1-[1-(hydroxymethyl)-2,3,4,5-tetrahydro-1H-3-benzazepin-3-yl]ethan-1-one FC(C(=O)N1CCC2=C(C(C1)CO)C=CC=C2)(F)F